N-decyldecan-1-imine oxide C(CCCCCCCCC)[N+](=CCCCCCCCCC)[O-]